NC1=CC(=CC(=C1)C1=CC=CC=C1)N 1,3-diamino-5-phenylbenzene